(4-((1H-pyrazol-1-yl)methyl)benzyl)-N-((6-amino-2,4-dimethylpyridin-3-yl)methyl)-3-(methoxymethyl)-1H-pyrazole-4-carboxamide N1(N=CC=C1)CC1=CC=C(CN2N=C(C(=C2)C(=O)NCC=2C(=NC(=CC2C)N)C)COC)C=C1